NC1=C2C=NN(C2=C2C(=C1)C=C(C=C2)CN(C(=O)C=2C=NC=C(C2)C2CC2)C2=C(C=C(C=C2)F)S(=O)(=O)C)C N-({4-amino-1-methyl-1H-benzo[g]indazol-7-yl}methyl)-5-cyclopropyl-N-(4-fluoro-2-methanesulfonylphenyl)pyridine-3-carboxamide